tert-butyl (S)-(1-(hydroxyamino)-1-iminopropan-2-yl)carbamate ONC([C@H](C)NC(OC(C)(C)C)=O)=N